2,5-diaminocyclohexanol NC1C(CC(CC1)N)O